FC1=C(COC=2C=CC3=C(C(=C(O3)C)C(=O)NC3(COCC3)C(=O)OC)C2)C=CC=C1 methyl 3-(5-((2-fluorobenzyl)oxy)-2-methylbenzofuran-3-carboxamido)tetrahydrofuran-3-carboxylate